FC=1C=CC=C2C3=C(NC12)CN(CC3)C(=O)[C@H]3[C@@H](CCCC3)C(=O)NC3COCC3=O (1r,2r)-2-(8-fluoro-2,3,4,9-tetrahydro-1H-pyrido[3,4-b]indole-2-carbonyl)-N-(4-oxotetrahydrofuran-3-yl)cyclohexane-1-carboxamide